5-fluoro-2-(tributylstannyl)pyridine FC=1C=CC(=NC1)[Sn](CCCC)(CCCC)CCCC